(S)-N-(3-chloro-4-fluorophenyl)-7-fluoro-1-(phenylsulfonamido)-2,3-dihydro-1H-indene-4-carboxamide ClC=1C=C(C=CC1F)NC(=O)C=1C=2CC[C@@H](C2C(=CC1)F)NS(=O)(=O)C1=CC=CC=C1